4-(4-Methoxyphenyl)-2,2,6,6-tetramethyl-1,2,5,6-tetrahydropyridin-3-yl[methoxy]isoindolin-1-one COC1=CC=C(C=C1)C1=C(C(NC(C1)(C)C)(C)C)C1N(C(C2=CC=CC=C12)=O)OC